C(C1=CC=CC=C1)OC1=CC=CC2=C1C=C(O2)C=2N=C1SC(=NN1C2)Br 6-(4-(benzyloxy)benzofuran-2-yl)-2-bromoimidazo[2,1-b][1,3,4]thiadiazole